ClC=1C=C(OC2CCC(CC2)NC(=O)C2=CC=C(N=N2)N2CC3(C2)CCN(CC3)C(=O)OC(C)(C)C)C=CC1C#N tert-butyl 2-[6-[[4-(3-chloro-4-cyano-phenoxy)cyclohexyl]carbamoyl]pyridazin-3-yl]-2,7-diazaspiro[3.5]nonane-7-carboxylate